FC=1C=C(C=C(C1)C)C=1C=NC2=CC=C(C=C2C1N1CCC(CC1)N)C=1C(=NN(C1)C)NCCOC 1-[3-(3-fluoro-5-methylphenyl)-6-{3-[(2-methoxyethyl)amino]-1-methyl-1H-pyrazol-4-yl}quinolin-4-yl]piperidin-4-amine